benzyl-2,2,2-trichloroacetamidate C(C1=CC=CC=C1)NC(C(Cl)(Cl)Cl)=O